BrC=1SC=C(N1)/C=C/C(=O)[O-] (E)-3-(2-bromothiazol-4-yl)acrylate